5,6-dimethylpyridine CC=1C=CC=NC1C